C(=O)NC1=CC=CC2=C(C=CC=C12)NC=O 1,5-Diformylaminonaphthalene